4-(2-Amino-2-methylpropanoyl)-N-(1-(4-((6-amino-3-azabicyclo[4.1.0]hept-3-yl)methyl)cyclohexyl)-2-oxo-1,2-dihydropyrimidin-4-yl)piperazine-1-carboxamide hydrochloride Cl.NC(C(=O)N1CCN(CC1)C(=O)NC1=NC(N(C=C1)C1CCC(CC1)CN1CC2CC2(CC1)N)=O)(C)C